FC(C1=C(C(=CC=C1)F)N1CCC(CC1)N)F 1-(2-Difluoromethyl-6-fluorophenyl)-piperidin-4-ylamine